4-(4-cyano-2,3-dihydrobenzofuran-7-yl)-5-(difluoromethoxy)-2,8-dimethyl-1,4-dihydro-1,6-naphthyridine-3-carboxylate C(#N)C1=CC=C(C2=C1CCO2)C2C(=C(NC1=C(C=NC(=C21)OC(F)F)C)C)C(=O)[O-]